(E)-3-((4-chloro-1-methyl-1H-pyrazol-5-yl)methyl)-2-(2-fluoro-3-(3-methyl-1H-pyrazol-4-yl)allyl)isoindolin-1-one ClC=1C=NN(C1CC1N(C(C2=CC=CC=C12)=O)C/C(=C\C=1C(=NNC1)C)/F)C